C(C)(C)(C)NS(=O)(=O)C=1C=C(C=CC1)NC1=NC(=NC=C1C)NC1=CC=C(C(=O)NCC2=CC=NC=C2)C=C1 4-((4-((3-(N-(tert-butyl)sulfamoyl)phenyl)amino)-5-methylpyrimidin-2-yl)amino)-N-(pyridin-4-ylmethyl)benzamide